1-methyl-3-(hydroxyethyl)pyridine CN1CC(=CC=C1)CCO